triazolo[1,5-a]pyridine-7-carboxamide N1=NC=C2N1C(=CC=C2)C(=O)N